2-Cyclohexyloxy-N-(5,6-dimethoxy-benzothiazol-2-yl)-2-(4-ethanesulfonyl-phenyl)-acetamide C1(CCCCC1)OC(C(=O)NC=1SC2=C(N1)C=C(C(=C2)OC)OC)C2=CC=C(C=C2)S(=O)(=O)CC